2,7-dimethyl-9,10-bis(n-hexyloxycarbonyl)anthracene CC1=CC2=C(C3=CC(=CC=C3C(=C2C=C1)C(=O)OCCCCCC)C)C(=O)OCCCCCC